[Ti].[Ca].[Ca].[Bi].OC1=C(C=NC2=NN=C(S2)C=2C=C(C(O)=CC2)O)C=CC=C1 4-{5-[(2-hydroxybenzylidene)amino]-1,3,4-thiadiazol-2-yl}catechol bismuth dicalcium titanium